COC(CC=1SC(=CC1OCC)C1=NC=NC(=C1)NCCC=1C2=C(SC1C)C(=CC(=C2)F)C)=O (3-Ethoxy-5-{6-[2-(5-fluoro-2,7-dimethyl-benzo[b]thiophen-3-yl)-ethylamino]-pyrimidin-4-yl}-thiophen-2-yl)-acetic acid methyl ester